5-(2-Chlorobenzyl)-3-cyclopropyl-4-oxo-4,5,6,7-tetrahydropyrazolo[1,5-a]pyrazine-2-carboxylic acid (5-ethyl-[1,3,4]thiadiazol-2-yl) amide C(C)C1=NN=C(S1)NC(=O)C1=NN2C(C(N(CC2)CC2=C(C=CC=C2)Cl)=O)=C1C1CC1